C(CCC)\C(=C(\CO)/F)\F (E)-3-butyl-2,3-difluoroallyl alcohol